2-amino-4-[6-chloro-8-fluoro-2-[[2-(hydroxymethyl)-1-methyl-pyrrolidin-2-yl]methoxy]quinazolin-7-yl]-7-fluoro-benzothiophene-3-carbonitrile NC=1SC2=C(C1C#N)C(=CC=C2F)C2=C(C=C1C=NC(=NC1=C2F)OCC2(N(CCC2)C)CO)Cl